BrC=1C=NC=2N(C1)N=CC2C(=O)NC=2C=C1CN(C(C1=CC2N2CCOCC2)=O)C[C@H](C(C)(C)O)F 6-Bromo-N-[2-[(2R)-2-fluoro-3-hydroxy-3-methyl-butyl]-6-morpholino-1-oxo-isoindolin-5-yl]pyrazolo[1,5-a]pyrimidine-3-carboxamide